[C@@H]1(CC[C@]12OCCC2)N2N=CC(=C2)C=2C(=C(C=CC2)NC2=C(N=NC(=C2)NC(=O)C2CC2)C(=O)N)OC 4-((3-(1-((1S,4R)-5-oxaspiro[3.4]octan-1-yl)-1H-pyrazol-4-yl)-2-methoxyphenyl)amino)-6-(cyclopropanecarboxamido)pyridazine-3-carboxamide